(S,E)-6-(Benzo[d]thiazol-2-carboxamido)-N7-(1-(2-(bicyclo[1.1.1]pentan-1-ylamino)-2-oxoethyl)-2-oxo-1,2-dihydropyridin-3-yl)-N1-pentylhept-2-endiamid S1C(=NC2=C1C=CC=C2)C(=O)N[C@@H](CC/C=C/C(=O)NCCCCC)C(=O)NC=2C(N(C=CC2)CC(=O)NC21CC(C2)C1)=O